2-(trans-4-aminocyclohexyl)acetic acid ethyl ester hydrochloride Cl.C(C)OC(C[C@@H]1CC[C@H](CC1)N)=O